9,9-dimethyl-N-(2-(piperazin-1-yl)ethyl)-9,10-dihydroacridine-2-carboxamide CC1(C2=CC=CC=C2NC=2C=CC(=CC12)C(=O)NCCN1CCNCC1)C